C(#N)C(CCC(=O)OC)(C)C1=CC=C(C=C1)[N+](=O)[O-] methyl 4-cyano-4-(4-nitrophenyl)pentanoate